ClC1=C2C=NN(C2=CC=C1NC1=NN(C2=CC=CC=C12)C1=CC(=NC=C1)[N+](=O)[O-])C1OCCCC1 N-(4-chloro-1-(tetrahydro-2H-pyran-2-yl)-1H-indazol-5-yl)-1-(2-nitropyridin-4-yl)-1H-indazol-3-amine